NC1=CC=C(C=C1)[AsH](O)=O para-aminophenylarsinic acid